O=C1N(CC(N1)=O)CCNC(OC(C)(C)C)=O tert-butyl (2-(2,4-dioxoimidazolidin-1-yl)ethyl)carbamate